C(#N)N(C1=CC(=CC(=C1)F)F)C=1SC(=C(N1)C(=O)N[C@@H]1C(CC1)(C)C)C 2-(N-cyano-3,5-difluoroanilino)-N-[(1S)-2,2-dimethyl-cyclobutyl]-5-methyl-thiazole-4-carboxamide